6-(benzyloxy)-8,8-difluoro-6-(methoxymethyl)-2-(1-((2-(trimethylsilyl)ethoxy)methyl)-1H-pyrazol-4-yl)-6,7,8,9-tetrahydrothieno[2,3-c]quinolin-4(5H)-one C(C1=CC=CC=C1)OC1(CC(CC=2C3=C(C(NC12)=O)SC(=C3)C=3C=NN(C3)COCC[Si](C)(C)C)(F)F)COC